methyl 3-[[4-chloro-6-(2,6-dimethylphenyl)pyrimidin-2-yl]sulfamoyl]-2-methyl-benzoate ClC1=NC(=NC(=C1)C1=C(C=CC=C1C)C)NS(=O)(=O)C=1C(=C(C(=O)OC)C=CC1)C